C(C)(=O)N[C@H]1[C@H](O)O[C@@H]([C@H]([C@@H]1O)O)CO R-N-acetyl-glucosamine